azoditetrazole N(=NC1=NN=NN1)C1=NN=NN1